COC(C(C(=O)OC)[C@H](C[N+](=O)[O-])C1=C(C=CC=C1)OC)=O |o1:8| (S*)-2-[1-(2-methoxyphenyl)-2-nitroethyl]malonic acid dimethyl ester